C(#N)C1=CC=C(C=C1)[C@@H](C)NC(=O)C=1C(N(C2=NC=C(C=C2C1)C1CC1)CC1=CC=C(C=C1)F)=O (R)-N-(1-(4-cyanophenyl)ethyl)-6-cyclopropyl-1-(4-fluorobenzyl)-2-oxo-1,2-dihydro-1,8-naphthyridine-3-carboxamide